2,5-dihydroxycinnamic acid OC1=C(C=CC(=O)O)C=C(C=C1)O